2-((1S,2R)-1-(3-cyano-1-methyl-1H-pyrazol-4-yl)-1-(2-cyano-5-fluorophenyl)propan-2-yl)-5-hydroxy-N-(isoxazol-4-yl)-1-methyl-6-oxo-1,6-dihydropyrimidine-4-carboxamide C(#N)C1=NN(C=C1[C@@H]([C@@H](C)C=1N(C(C(=C(N1)C(=O)NC=1C=NOC1)O)=O)C)C1=C(C=CC(=C1)F)C#N)C